ClCCN1CCN(CC1)C(=O)O 4-(2-chloroethyl)piperazine-1-carboxylic acid